2-(((αR)-6-((S)-2,5-dioxo-4-((R)-3,3,3-trifluoro-2-methylpropyl)imidazolidin-1-yl)spiro[3.3]heptan-2-yl)oxy)nicotinamide O=C1N(C([C@@H](N1)C[C@H](C(F)(F)F)C)=O)C1CC2(CC(C2)OC2=C(C(=O)N)C=CC=N2)C1